CC1=CC=C(C=C1)S(=O)(=O)[O-].OCC1CCC(CO1)[NH3+] 6-(Hydroxymethyl)oxan-3-aminium 4-methylbenzene-1-sulfonate